C(CCCCCCCCCCC=C)#N 12-tridecenenitrile